NC1CC(C1)N1N=C2N(C1=O)[C@@H](CC2)C2=CC(=CC(=C2)F)F (S)-2-((1R,3S)-3-aminocyclobutyl)-5-(3,5-difluorophenyl)-2,5,6,7-tetrahydro-3H-pyrrolo[2,1-c][1,2,4]triazol-3-one